C(C1=CC=CC=C1)OCC1=NN(C(N1CC)=O)C=1C(=CC2=C(C(=NN(C2=O)C2=C(C=CC=C2)C)C)N1)F 2-(3-((benzyloxy)methyl)-4-ethyl-5-oxo-4,5-dihydro-1H-1,2,4-triazol-1-yl)-3-fluoro-8-methyl-6-(o-tolyl)pyrido[2,3-d]pyridazin-5(6H)-one